C1(CC1)CC=1N(C(=CC1C=1SC(=C(N1)C(=O)OC)C)C1=CC=C(C=C1)OC(F)(F)F)CC1=CC(=C(C=C1)S(N)(=O)=O)F methyl 2-(2-(cyclopropylmethyl)-1-(3-fluoro-4-sulfamoylbenzyl)-5-(4-(trifluoromethoxy) phenyl)-1H-pyrrol-3-yl)-5-methylthiazole-4-carboxylate